OC1=C(C=CC=C1)C1=C(C(=C(C(=C1C1=CC=CC=C1)C1=CC=CC=C1)C1=C(C=CC=C1)O)C1=CC=CC=C1)C1=CC=CC=C1 1,4-bis(hydroxyphenyl)-2,3,5,6-tetraphenylbenzene